1-(3-nitrophenyl)-2-(4-nitrophenyl)ethane-1,2-dione [N+](=O)([O-])C=1C=C(C=CC1)C(C(=O)C1=CC=C(C=C1)[N+](=O)[O-])=O